ClC1=C(C=C(C=C1)[C@H](CN[C@H](C1=CC=CC=C1)[C@@H]1NC2=C(C=CC=C2NC1)C#N)C)CC(=O)O |o1:7| 2-(2-chloro-5-((R or S)-1-(((R)-((R)-8-cyano-1,2,3,4-tetrahydroquinoxalin-2-yl)(phenyl)methyl)amino)propan-2-yl)phenyl)acetic acid